ClC=1C=C(C=CC1)C(C(F)(F)F)NS(=O)(=O)C=1C=NC=C(C1)C#N N-(1-(3-chlorophenyl)-2,2,2-trifluoroethyl)-5-cyanopyridine-3-sulfonamide